neodymium (p-nonylphenyl)phosphonate C(CCCCCCCC)C1=CC=C(C=C1)P([O-])([O-])=O.[Nd+3].C(CCCCCCCC)C1=CC=C(C=C1)P([O-])([O-])=O.C(CCCCCCCC)C1=CC=C(C=C1)P([O-])([O-])=O.[Nd+3]